C(C)(C)NC(=O)C=1N=C(NC1C)C1=NC=CC(=C1)C=1C=NC=C(C1)N1CCOCC1 N-Isopropyl-5-methyl-2-(5-morpholin-4-yl-3,4'-bipyridin-2'-yl)-1H-imidazol-4-carboxamid